isodocosyl-amine C(CCCCCCCCCCCCCCCCCCC(C)C)N